S1C(=NC2=C1CCCC2)CN2C(NC1=C(C2=O)C=CS1)=O 3-((4,5,6,7-tetrahydrobenzo[d]thiazole-2-yl)methyl)thieno[2,3-d]Pyrimidine-2,4(1H,3H)-dione